FC(C1=NN=C2N1N=C(C=C2)C=2C=C1CCC(N(C1=CC2)CCOC2CNCCO2)=O)(C=2C=C1C=CC=NC1=CC2)F 6-(3-(difluoro(quinolin-6-yl)methyl)-[1,2,4]triazolo[4,3-B]pyridazin-6-yl)-1-(2-morpholin-2-yloxyethyl)-3,4-dihydroquinolin-2(1H)-one